ClC=1C(=CC(=C(C(=O)NC2=CC(=CC=C2)[S@@](=O)(=NC(CN)=O)C)C1)OC=1C(=NC(=CC1)F)C)C(F)(F)F (R)-5-chloro-2-((6-fluoro-2-methylpyridin-3-yl)oxy)-N-(3-(N-glycyl-S-methylsulfonimidoyl)phenyl)-4-(trifluoromethyl)benzamide